4-(((1R,3R)-3-hydroxycyclopentyl)amino)-N-((R)-1-(2-methyl-3-(trifluoromethyl)phenyl)ethyl)-6-oxo-1-(tetrahydro-2H-pyran-4-yl)-1,6-dihydropyridine-3-carboxamide O[C@H]1C[C@@H](CC1)NC=1C(=CN(C(C1)=O)C1CCOCC1)C(=O)N[C@H](C)C1=C(C(=CC=C1)C(F)(F)F)C